C1(=CC=CC=C1)CC(=O)N[C@@H](CC)C1=NC(=NO1)C1=CC(=NC=C1)C(F)(F)F (S)-2-phenyl-N-(1-(3-(2-(trifluoromethyl)pyridin-4-yl)-1,2,4-oxadiazol-5-yl)propyl)acetamide